N-(3-(5-chloro-1H-indol-3-yl)propyl)-3-(3-(piperidin-4-yl)propoxy)benzenesulfonamide ClC=1C=C2C(=CNC2=CC1)CCCNS(=O)(=O)C1=CC(=CC=C1)OCCCC1CCNCC1